C(C)(C)OC1=C(C=C2C(=NC=NC2=C1)C=1C(=NN(C1)C)C1=CC=CC=C1)O 7-isopropoxy-4-(1-methyl-3-phenyl-1H-pyrazol-4-yl)quinazolin-6-ol